FC(C1=CC=CC(=N1)OC=1C=C(C=O)C=CC1)(F)F 3-((6-(trifluoromethyl)pyridin-2-yl)oxy)benzaldehyde